3,5-dibromo-1-[4-(trifluoromethoxy)phenyl]pyrazole Thiazol-5-ylmethyl-(1-hydroxy-7-methyl-1,3-dihydrobenzo[c][1,2]oxaborole-6-carbonyl)-L-valinate S1C=NC=C1CN([C@@H](C(C)C)C(=O)O)C(=O)C=1C=CC2=C(B(OC2)O)C1C.BrC1=NN(C(=C1)Br)C1=CC=C(C=C1)OC(F)(F)F